C(C=C)(=O)N1CCN(CC1)C1=NC(N2C3=C(C(=C(C=C13)C(F)(F)F)C1=C(C=C(C=C1)F)F)SCC1(C2)COC1)=O (R)-8'-(4-acryloylpiperazin-1-yl)-11'-(2,4-difluorophenyl)-10'-(trifluoromethyl)-2'H,4'H,6'H-spiro[oxetane-3,3'-[1,4]thiazepino[2,3,4-ij]quinazolin]-6'-one